trimethylolpropane tris(3-mercaptomercaptopropionate) SSCCC(=O)O.SSCCC(=O)O.SSCCC(=O)O.C(O)C(CC)(CO)CO